isopropyloxymethylcarbamate C(C)(C)OCNC([O-])=O